CC(CCCCN)CCCCN 5-methyl-1,9-diaminononane